C(#N)OC(C=C)=O Cyano-acrylate